dihydroxypropyl-bisphenol A OC(CCC1=C(O)C=CC(=C1)C(C)(C)C1=CC=C(C=C1)O)O